3-methyl-5-nitro-1-(prop-2-yn-1-yl)pyrimidine-2,4(1H,3H)-dione CN1C(N(C=C(C1=O)[N+](=O)[O-])CC#C)=O